N-(6-(2-Hydroxypropan-2-yl)-4-methylpyridin-2-yl)-4-(N-(3-methyloxetan-3-yl)sulfamoyl)-2-(6-azaspiro[2.5]octan-6-yl)benzamide OC(C)(C)C1=CC(=CC(=N1)NC(C1=C(C=C(C=C1)S(NC1(COC1)C)(=O)=O)N1CCC2(CC2)CC1)=O)C